COC1=NC(=NC(=C1)OC)N1C(SC2=C1C=C(C(=C2)F)N2C(N1C(CCCC1)C2=O)=O)=O 2-(3-(4,6-dimethoxypyrimidin-2-yl)-6-fluoro-2-oxo-2,3-dihydrobenzothiazol-5-yl)-tetrahydroimidazo[1,5-a]pyridine-1,3(2h,5h)-dione